(2R,3R,4R,5R)-4-acetoxy-5-(4-aminopyrrolo[2,1-f][1,2,4]triazin-7-yl)-5-cyano-2-((2-phenylacetoxy)methyl)tetrahydrofuran-3-yl (tert-butoxy carbonyl)-L-valinate C(C)(C)(C)OC(=O)N[C@@H](C(C)C)C(=O)O[C@@H]1[C@H](O[C@@]([C@@H]1OC(C)=O)(C#N)C1=CC=C2C(=NC=NN21)N)COC(CC2=CC=CC=C2)=O